2-(3-chloro-pyridin-2-yl)-5-chloro-2H-pyrazole-3-carbonyl chloride ClC=1C(=NC=CC1)N1N=C(C=C1C(=O)Cl)Cl